FC=1C(=C(C=CC1)C1N=C(NC(=C1C(=O)OCC)C)C=1N(C=CN1)C)C ethyl 4-(3-fluoro-2-methylphenyl)-6-methyl-2-(1-methyl-1H-imidazol-2-yl)-1,4-dihydropyrimidine-5-carboxylate